5-(methacryloyloxy)methyl-1,3-oxathiolane C(C(=C)C)(=O)OCC1CSCO1